ClC=1C=CC2=C(C=C(O2)C(=O)NN2CCC(CC2)C(=O)NNC(=O)[C@@H]2C[C@@H](C2)C(F)(F)F)C1 5-chloro-N-(4-(2-(cis-3-(trifluoromethyl)cyclobutanecarbonyl)hydrazinecarbonyl)piperidin-1-yl)benzofuran-2-carboxamide